FC(C1=NN=C(O1)C1=CC(=CS1)CN1N=NC(=C1)C=1C=CC(=NC1)N)F 5-[1-[[5-[5-(difluoromethyl)-1,3,4-oxadiazol-2-yl]thiophen-3-yl]methyl]triazol-4-yl]pyridin-2-amine